NC1=CC(=C(C=C1)O)CN(CC)CC 4-Amino-2-(diethylamino-methyl)phenol